OC1=C(C=C(C=C1)/C=C/C(=O)NCC=1N=NN(C1)CC1=CC=C(C=C1)OC)OC (E)-3-(4-hydroxy-3-methoxyphenyl)-N-((1-(4-methoxybenzyl)-1H-1,2,3-triazol-4-yl)methyl)acrylamide